C(C)OC1=CC(=NC=C1C#N)C(C)N1C(C2=CC(=CC(=C2CC1)C=1C(=NC=C(C1)O)C)CCN(C)CC)=O 4-ethoxy-6-(1-(7-(2-(ethyl(methyl)amino)ethyl)-5-(5-hydroxy-2-methylpyridin-3-yl)-1-oxo-3,4-dihydroisoquinolin-2(1H)-yl)ethyl)nicotinonitrile